(E)-N-((4'-(Dimethylamino)-[1,1'-biphenyl]-4-yl)methyl)-N-(3-(2-(oxazol-2-yl)vinyl)phenyl)cyclohexanecarboxamide CN(C1=CC=C(C=C1)C1=CC=C(C=C1)CN(C(=O)C1CCCCC1)C1=CC(=CC=C1)\C=C\C=1OC=CN1)C